FC(C)(F)C1=NC(=CC(=N1)N1CC2(C=3C=NC(=CC31)NC(C)=O)CC2)OC2COCC2F N-(1'-(2-(1,1-difluoroethyl)-6-((4-fluorotetrahydrofuran-3-yl)oxy)pyrimidin-4-yl)-1',2'-dihydrospiro[cyclopropane-1,3'-pyrrolo[3,2-c]pyridin]-6'-yl)acetamide